FC1=CC(=C(OC2=NC=C(C=C2C(=O)NC2=CC(=CC=C2)S(=O)C)C(F)(F)F)C=C1)OC 2-(4-fluoro-2-methoxy-phenoxy)-N-(3-methylsulfinylphenyl)-5-(trifluoromethyl)pyridine-3-carboxamide